N-(2-((Benzylamino)methyl)quinolin-8-yl)-4-(trifluoromethyl)benzenesulfonamide C(C1=CC=CC=C1)NCC1=NC2=C(C=CC=C2C=C1)NS(=O)(=O)C1=CC=C(C=C1)C(F)(F)F